CNC(O[C@@H]1CC[C@H](CC1)C(N(C[C@@H]1CC[C@H](CC1)C=1C=NC(=C(C1)C)OC)C1=CC(=CC=C1)C=1C=NN(C1)C1CC1)=O)=O trans-4-((3-(1-Cyclopropyl-1H-pyrazol-4-yl)phenyl)((trans-4-(6-methoxy-5-methylpyridin-3-yl)cyclohexyl)methyl)carbamoyl)cyclohexyl methylcarbamate